(R)-5,5-dimethyl-1-((2-((tetrahydrofuran-3-yl)amino)pyridin-4-yl)methyl)-3-(4-(1-(trifluoromethyl)cyclopropyl)phenyl)imidazolidine-2,4-dione CC1(C(N(C(N1CC1=CC(=NC=C1)N[C@H]1COCC1)=O)C1=CC=C(C=C1)C1(CC1)C(F)(F)F)=O)C